BrC1=CC=C(C(=N1)C=O)N1C[C@H](CC1)OC1=NC=C(C=C1)C (S)-6-bromo-3-(3-(5-methylpyridin-2-yloxy)pyrrolidin-1-yl)picolinaldehyde